NC1=CC=C(OC=2N=C(NC(C2Cl)=O)C2=CC(=NC=C2)F)C=C1 4-(4-aminophenoxy)-5-chloro-2-(2-fluoro-4-pyridinyl)-1H-pyrimidin-6-one